N-(hexane-3-yl)propane-1,3-diamine CCC(CCC)NCCCN